ClC1=NC=CC(=C1CCOC1OCCCC1)F 2-Chloro-4-fluoro-3-[2-(3,4,5,6-tetrahydro-2H-pyran-2-yloxy)ethyl]pyridine